1-chloronaphthalen-2-yl (3S)-4-{N2-[4-(aminomethyl)cyclohexyl]-N6-(methylsulfonyl)-D-lysyl}-3-{[4-(aminomethyl)-3-methoxybenzyl]carbamoyl}piperazine-1-carboxylate NCC1CCC(CC1)N[C@H](CCCCNS(=O)(=O)C)C(=O)N1[C@@H](CN(CC1)C(=O)OC1=C(C2=CC=CC=C2C=C1)Cl)C(NCC1=CC(=C(C=C1)CN)OC)=O